hexadecyldimethyl-(3-triethoxysilylpropyl)ammonium chloride [Cl-].C(CCCCCCCCCCCCCCC)[N+](CCC[Si](OCC)(OCC)OCC)(C)C